ClS(=O)(=O)C=1C=C2C(=NC1)C=CN2C(=O)OC(C)(C)C tert-butyl 6-(chlorosulfonyl)-1H-pyrrolo[3,2-b]pyridine-1-carboxylate